C(#N)C1=CC(=C(C=C1)NS(=O)(=O)C1=CN(C=C1C(=C)C1=CC=CC=C1)S(=O)(=O)C1=CC=C(C=C1)C)F N-(4-cyano-2-fluorophenyl)-1-(4-methylbenzenesulfonyl)-4-(1-phenylvinyl)pyrrole-3-sulfonamide